N-(3-FORMYL-PYRAZIN-2-YL)-ACETAMIDE C(=O)C=1C(=NC=CN1)NC(C)=O